C1(CC1)C(=O)NC1=CC(=C(N=N1)C(=O)NC([2H])([2H])[2H])NC1=C(C(=CC(=C1)F)C1=NN(C=N1)C1CC1)OC 6-(Cyclopropanecarboxamido)-4-((3-(1-cyclopropyl-1H-1,2,4-triazol-3-yl)-5-fluoro-2-methoxyphenyl)Amino)-N-(methyl-d3)pyridazine-3-carboxamide